α-D-glucopyranosyl-(1->4)-[α-D-glucopyranosyl-(1->6)]-D-glucose [C@H]1([C@H](O)[C@@H](O)[C@H](O)[C@H](O1)CO)O[C@@H]([C@@H]([C@H](C=O)O)O)[C@H](O)CO[C@@H]1[C@H](O)[C@@H](O)[C@H](O)[C@H](O1)CO